FC1(CN(CC1)C1=NC=CC(=C1NC(=O)N1CC2=CC=CC=C2C1)C1=CC=NN1)F N-(2-(3,3-difluoropyrrolidin-1-yl)-4-(1H-pyrazol-5-yl)pyridin-3-yl)isoindoline-2-carboxamide